FC=1C=C2C(N(C3(C2=CC1OC)CCC1(CC3)OCCO1)C[C@H](COCC1=CC=C(C=C1)OC)C)=O 5''-fluoro-6''-methoxy-2''-{(2R)-3-[(4-methoxyphenyl)methoxy]-2-methylpropyl}dispiro[[1,3]dioxolane-2,1'-cyclohexane-4',1''-isoindol]-3''(2''H)-one